5-((2S,4R)-4-(4-(2-fluoro-4-(trifluoromethyl)phenyl)-6,7-dimethylpteridin-2-yl)tetrahydro-2H-pyran-2-yl)-1-methylpyridin-2(1H)-one FC1=C(C=CC(=C1)C(F)(F)F)C1=NC(=NC2=NC(=C(N=C12)C)C)[C@H]1C[C@H](OCC1)C=1C=CC(N(C1)C)=O